6-chloro-4-[4-[(S)-(5-chloro-2-pyridyl)-cyclopropyl-methyl]-4-hydroxy-1-piperidyl]-1-methyl-2-oxo-1,5-naphthyridine-3-carbonitrile ClC=1N=C2C(=C(C(N(C2=CC1)C)=O)C#N)N1CCC(CC1)(O)[C@@H](C1CC1)C1=NC=C(C=C1)Cl